methyl 2-(bromomethyl)-3-chloro-4-methylbenzoate BrCC1=C(C(=O)OC)C=CC(=C1Cl)C